C1=C(C(=O)NC(=C1Cl)Cl)Cl The molecule is a hydroxypyridine that is pyridin-2-ol substituted by chloro groups at positions 3,5 and 6. It is a metabolite of the agrochemical chlorpyrifos. It has a role as a human urinary metabolite and a human xenobiotic metabolite. It is a chloropyridine and a hydroxypyridine. It is a tautomer of a 3,5,6-trichloropyridine-2-one.